9-chloro-7-(5-fluoro-2,3-dihydroindol-1-yl)-4-[(2-methoxypyrimidin-5-yl)methyl]-3,5-dihydro-2H-1,4-benzoxazepine ClC1=CC(=CC=2CN(CCOC21)CC=2C=NC(=NC2)OC)N2CCC1=CC(=CC=C21)F